trimethylpropyl ether triacrylate C(C=C)(=O)O.C(C=C)(=O)O.C(C=C)(=O)O.CC(CCOCCC(C)(C)C)(C)C